Epoxythiole S1C2=C(C=C1)O2